tert-butyl 6-(1-(6-bromo-1H-imidazo[4,5-b]pyridin-2-yl)cyclobutyl)-3,4-dihydroquinoline-1(2H)-carboxylate BrC=1C=C2C(=NC1)N=C(N2)C2(CCC2)C=2C=C1CCCN(C1=CC2)C(=O)OC(C)(C)C